1-nitro-3-m-methylphenyl-4,5-dihydro-2H-benzo[e]isoindol-5-ol [N+](=O)([O-])C=1NC(=C2CC(C3=C(C12)C=CC=C3)O)C3=CC(=CC=C3)C